6-(allyloxy)-6-oxohexanoic acid C(C=C)OC(CCCCC(=O)O)=O